CN1C=NC=2C1=NC=C(C2)C=2C=C(C=CC2)C 3-methyl-6-(m-tolyl)imidazo[4,5-b]Pyridine